C(C)(=O)N1\C(\C(C2=CC=CC=C12)=O)=C/C1=NC2=CC=C(C=C2C(=C1)C1=CC=C(C(=O)O)C=C1)C(=O)N1CCOCC1 (Z)-4-(2-((1-acetyl-3-oxoindolin-2-ylidene)methyl)-6-(morpholine-4-carbonyl)quinolin-4-yl)benzoic acid